ClC=1C(=NC(=NC1)NC1CCOCC1)C1=CC=C2CN(C(C2=C1)=O)CC(=O)N[C@H](CO)C1=C(C=CC(=C1)C)F 2-(6-{5-chloro-2-[(oxacyclohex-4-yl)amino]pyrimidin-4-yl}-1-oxo-2,3-dihydro-1H-isoindol-2-yl)-N-[(1S)-1-(2-fluoro-5-methylphenyl)-2-hydroxyethyl]acetamide